CN1CC(C2=NC(=CC=C21)C(=O)OC2CCN(CC2)C2=NC=CC(=C2)Br)(C)C 1-(4-bromopyridin-2-yl)piperidin-4-ol Methyl-3,3-dimethyl-1H,2H,3H-pyrrolo[3,2-b]pyridine-5-carboxylate